tert-butyl 4-chloro-3-(2-ethoxy-2-oxo-ethoxy)-5-[3-[[1-[(3-nitrophenyl)-phenyl-methyl]sulfonyl-4-piperidyl]amino]phenyl]thiophene-2-carboxylate ClC=1C(=C(SC1C1=CC(=CC=C1)NC1CCN(CC1)S(=O)(=O)C(C1=CC=CC=C1)C1=CC(=CC=C1)[N+](=O)[O-])C(=O)OC(C)(C)C)OCC(=O)OCC